(3S)-4-[2-[3-[2-[2-(2,6-dioxo-3-piperidinyl)-1,3-dioxo-isoindolin-5-yl]oxyethoxy]azetidin-1-yl]ethyl]-3-methyl-piperazine-1-carboxylic acid tert-butyl ester C(C)(C)(C)OC(=O)N1C[C@@H](N(CC1)CCN1CC(C1)OCCOC=1C=C2C(N(C(C2=CC1)=O)C1C(NC(CC1)=O)=O)=O)C